[5-[2-methoxy-5-[2-[[(1S,2S)-2-methylcyclohexyl]amino]-1,3-benzothiazol-7-yl]phenyl]-2-furyl]phosphonic acid COC1=C(C=C(C=C1)C1=CC=CC=2N=C(SC21)N[C@@H]2[C@H](CCCC2)C)C2=CC=C(O2)P(O)(O)=O